(S)-1-[(S)-1-[bis[3,5-bis(trifluoromethyl)phenyl]phosphino]ethyl]-2-[2-(diphenylphosphino)phenyl]ferrocene phenylethyl-phenylacetate C1(=CC=CC=C1)CCOC(CC1=CC=CC=C1)=O.FC(C=1C=C(C=C(C1)C(F)(F)F)P([C@@H](C)[C-]1C(=CC=C1)C1=C(C=CC=C1)P(C1=CC=CC=C1)C1=CC=CC=C1)C1=CC(=CC(=C1)C(F)(F)F)C(F)(F)F)(F)F.[CH-]1C=CC=C1.[Fe+2]